NC1=CC=C(C=C1)C=1N=C2N(C=CC(=C2Cl)SC=2N=C(C(=NC2C)N2CCC3([C@@H]([C@@H](OC3)C)NC(OC(C)(C)C)=O)CC2)CO)C1 tert-butyl ((3S,4S)-8-(5-((2-(4-aminophenyl)-8-chloroimidazo[1,2-a]pyridin-7-yl)thio)-3-(hydroxymethyl)-6-methylpyrazin-2-yl)-3-methyl-2-oxa-8-azaspiro[4.5]decan-4-yl)carbamate